methyl (R)-4-acetyl-2-methyl-2,3,4,5-tetrahydrobenzo[f][1,4]oxazepine-8-carboxylate C(C)(=O)N1C[C@H](OC2=C(C1)C=CC(=C2)C(=O)OC)C